COC1=NC=CC(=C1)C(CC(=O)NN)C 3-(2-methoxypyridin-4-yl)butanoylhydrazine